BrC=1C=C(C(N(C1)CC1=C2N=CC=NC2=CC=C1)=O)C(=O)NC 5-bromo-N-methyl-2-oxo-1-(quinoxalin-5-ylmethyl)-1,2-dihydropyridine-3-carboxamide